CN1[C@H](CCC2=CC=CC=C12)C[N+]1=NOC(=C1)[N-]C(NC1=CC(=NC=C1)C(F)(F)F)=O |r| rac-(3-((1-Methyl-1,2,3,4-tetrahydroquinolin-2-yl)methyl)-1,2,3-oxadiazol-3-ium-5-yl)((2-(trifluoromethyl)pyridin-4-yl)carbamoyl)amide